N-((1s,4s)-4-(3,3,3-Trifluoropropoxy)cyclohexyl)-5,6-dihydrobenzo[f]imidazo[1,5-d][1,4]oxazepine-10-carboxamide FC(CCOC1CCC(CC1)NC(=O)C=1C=CC2=C(C=3N(CCO2)C=NC3)C1)(F)F